2,2'-azobis(2-methyl-N-[1,1-bis(hydroxymethyl)2-hydroxyethyl]propionamide) N(=NC(C(=O)NC(CO)(CO)CO)(C)C)C(C(=O)NC(CO)(CO)CO)(C)C